sodium (2R,3R)-2,3-epoxybutyrate C([C@H]1[C@@H](C)O1)(=O)[O-].[Na+]